4-(5-((3-Chloro-1H-pyrazol-1-yl)methyl)-5-hydroxyoctahydropentalen-2-yl)-N-(3-chloro-4-fluorophenyl)-1-methyl-1H-imidazole-5-carboxamide ClC1=NN(C=C1)CC1(CC2CC(CC2C1)C=1N=CN(C1C(=O)NC1=CC(=C(C=C1)F)Cl)C)O